FC(C1=C(C=CC=C1)C(C)=O)(F)F L-2'-trifluoromethyl-acetophenone